methyl-5-benzyl-3-((1-isopropyl-1H-pyrrolo[2,3-b]pyridine-5-carboxamido)methyl)-4,5-dihydroisoxazole CC1C(=NOC1CC1=CC=CC=C1)CNC(=O)C=1C=C2C(=NC1)N(C=C2)C(C)C